[N+](=O)([O-])C1=CC=C2C(S(CC3N2CCNC3)(=O)=O)C1 8-nitro-1,2,3,4,4a,5,6a,7-octahydrobenzo[b]pyrazino[1,2-d][1,4]thiazine 6,6-dioxide